methyl (2,6-dibromo-4-methyl-phenyl)-acetate BrC1=C(C(=CC(=C1)C)Br)CC(=O)OC